4-(((2-(pyrrolidin-1-yl)ethyl)carbamoyl)oxy)undecanoic acid N1(CCCC1)CCNC(=O)OC(CCC(=O)O)CCCCCCC